(R)-1-((R)-2-(3-chlorophenyl)-2-methoxyethyl)-3-((4-(methylsulfonyl)phenoxy)methyl)piperidine ClC=1C=C(C=CC1)[C@H](CN1C[C@@H](CCC1)COC1=CC=C(C=C1)S(=O)(=O)C)OC